(4aS,8aR)-7-(5-Cyclohexylthiazol-2-yl)octahydro-2,7-naphthyridin C1(CCCCC1)C1=CN=C(S1)N1CC[C@@H]2CCNC[C@@H]2C1